ClC=1C2=C(N=CN1)NC=C2C2CCN(CC2)C(C=C)=O [4-(4-chloro-7H-pyrrolo[2,3-d]pyrimidin-5-yl)-1-piperidyl]prop-2-en-1-one